(((3-formyl-1-methyl-1H-pyrazol-4-yl)thio)methyl)piperidine-1-carboxylic acid tert-butyl ester C(C)(C)(C)OC(=O)N1C(CCCC1)CSC=1C(=NN(C1)C)C=O